androstatetraene C[C@@]12C=CC=C1C1=CC=C3CCCC[C@]3(C)[C@H]1CC2